BrC1=C(C=C(OCC2=NC=CC=C2)C=C1)F ((4-bromo-3-fluorophenoxy)methyl)pyridine